N-[[(4,6-dimethoxy-2-pyrimidinyl)amino]carbonyl]-3-(ethylsulfonyl)-2-pyridinesulfonamide COC1=NC(=NC(=C1)OC)NC(=O)NS(=O)(=O)C1=NC=CC=C1S(=O)(=O)CC